5,6-difluoro-1H-indole-2-carboxamide FC=1C=C2C=C(NC2=CC1F)C(=O)N